FC1=CC=C(C=C1)CC(C(=O)N)=NO 3-(4-fluorophenyl)-2-(hydroxyimino)propanamide